7-Ethyl-4-(4-fluoro-3-(6-methoxy-2-(1-(2,2,2-trifluoroethyl)azetidin-3-yl)-2H-indazol-5-yl)phenyl)-7H-imidazo[4,5-c]pyridazine C(C)N1C=NC2=C1N=NC=C2C2=CC(=C(C=C2)F)C2=CC1=CN(N=C1C=C2OC)C2CN(C2)CC(F)(F)F